6-((6-((2,4-dimethoxybenzyl)amino)pyridin-2-yl)methyl)-2,4-dimethyl-4H-thiazolo[5',4':4,5]pyrrolo[2,3-d]pyridazin-5(6H)-one COC1=C(CNC2=CC=CC(=N2)CN2N=CC3=C(C2=O)N(C2=C3SC(=N2)C)C)C=CC(=C1)OC